ClC=1C=C(C=CC1C)NC(OCC1=C(C=C2C=C(C(=NC2=C1)C)C1C(NC(CC1)=O)=O)F)=O (3-(2,6-Dioxopiperidin-3-yl)-6-fluoro-2-methylquinolin-7-yl)methyl (3-chloro-4-methylphenyl)carbamate